O1[C@H](CCC1)C(=O)Cl (2R)-tetrahydrofuran-2-carboxylic acid chloride